OC(CN)C L-2-hydroxypropylamine